Benzyl (S)-4-((R)-2-chloro-7-(3,4-dihydroquinolin-1(2H)-yl)-5,6,7,8-tetrahydroquinazolin-4-yl)-2-(cyanomethyl)piperazine-1-carboxylate ClC1=NC=2C[C@@H](CCC2C(=N1)N1C[C@@H](N(CC1)C(=O)OCC1=CC=CC=C1)CC#N)N1CCCC2=CC=CC=C12